C(C)(C)(C)O[Sn](OC(C)(C)C)(OC(C)(C)C)OC(C)(C)C tetra-tert-butoxytin